ClC=1C(=C(C=CC1)NC1=C(NC2=C1C(NCC2)=O)C2=NC(=NC=C2)NC=2N(N=NC2)C)OC 3-[(3-chloro-2-methoxyphenyl)amino]-2-{2-[(3-methyl-1,2,3-triazol-4-yl)amino]pyrimidin-4-yl}-1H,5H,6H,7H-pyrrolo[3,2-c]pyridin-4-one